O=C1NC(CCC1N1C(C2=CC=CC(=C2C1=O)NCC1=NC=CC=C1)=O)=O 2-(((2-(2,6-dioxopiperidin-3-yl)-1,3-dioxoisoindolin-4-yl)amino)methyl)pyridin